CN1C(=C2OC[C@@H]3[C@H](NS(C2=C1)(=O)=O)CN(C3)C3=NC=CN=C3)C(=O)NC3=CC(=C(C(=C3)F)F)F cis-7-Methyl-2-(pyrazin-2-yl)-N-(3,4,5-trifluorophenyl)-2,3,3a,4,10,10a-hexahydro-1H,7H-dipyrrolo[3,4-b:3',4'-f][1,4,5]oxathiazocin-8-carboxamid-5,5-dioxid